BrC1=CC=C(C=C1)C=1NC2=C(C=C(C=C2C1C(=O)OC)F)F methyl 2-(4-bromophenyl)-5,7-difluoro-1H-indole-3-carboxylate